perfluoro(dimethyl-2-oxo-1,4-dioxan) FC1(OC(C(OC1(F)F)=O)(C(F)(F)F)C(F)(F)F)F